N-(4-cyano-2-fluorophenyl)-1-tosyl-6-(1,1,1-trifluoro-2-hydroxypropan-2-yl)-4,5,6,7-tetrahydro-1H-indole-3-sulfonamide C(#N)C1=CC(=C(C=C1)NS(=O)(=O)C1=CN(C=2CC(CCC12)C(C(F)(F)F)(C)O)S(=O)(=O)C1=CC=C(C)C=C1)F